(S)-N-(5-cyclopropyl-2-(4-hydroxy-4-methylazepan-1-yl)phenyl)-5-(pyridin-4-yl)-furan-2-carboxamide C1(CC1)C=1C=CC(=C(C1)NC(=O)C=1OC(=CC1)C1=CC=NC=C1)N1CC[C@@](CCC1)(C)O